[C@@H]12N(C[C@@H](NC1)C2)C2=C(C=CC(=N2)NC2=CC1=C(C=N2)SC(=N1)C1=NC=CC=C1C)F 6-[(1S,4S)-2,5-Diazabicyclo[2.2.1]heptan-2-yl]-5-fluoro-N-[2-(3-methylpyridin-2-yl)-[1,3]thiazolo[5,4-c]pyridin-6-yl]pyridin-2-amine